4-(4-(4-bromo-1H-pyrazol-1-yl)phenyl)morpholine BrC=1C=NN(C1)C1=CC=C(C=C1)N1CCOCC1